3,3,3-trifluoro-N-(2-fluoro-5-((2-(((3S,5S)-5-fluoropiperidin-3-yl)amino)-[4,5'-bipyrimidin]-4'-yl)oxy)-6-methylnaphthalen-1-yl)propane-1-sulfonamide FC(CCS(=O)(=O)NC1=C(C=CC2=C(C(=CC=C12)C)OC1=NC=NC=C1C1=NC(=NC=C1)N[C@@H]1CNC[C@H](C1)F)F)(F)F